C(CCCCCCC\C=C/CCCCCCCC)(=O)N1[C@H](CCC1=O)C(=O)O (R)-1-Oleoyl-5-oxopyrrolidine-2-carboxylic acid